3-(4-nitrophenyl)-1,2,4-oxadiazol [N+](=O)([O-])C1=CC=C(C=C1)C1=NOC=N1